ClC1=C(C=CC=C1)S(=O)(=O)NC1=NC(=C(C=C1)CCC=1C=NC(=NC1)NC1CCC(CC1)N(C)C)OC 2-chloro-N-(5-(2-(2-(((1r,4r)-4-(dimethylamino)cyclohexyl)amino)pyrimidin-5-yl)ethyl)-6-methoxypyridin-2-yl)benzenesulfonamide